NC=1N=C2N(C=C(C=C2)C2=C(C=C(C=C2)F)C)C1C(=O)[C@H]1[C@H](C1)F (2-amino-6-(4-fluoro-2-methylphenyl)imidazo[1,2-a]pyridin-3-yl)((1s,2s)-2-fluorocyclopropyl)methanone